trans-(3-methyl-3-((tetrahydro-2H-pyran-2-yl)oxy)cyclobutyl)methanesulfonamide CC1(CC(C1)CS(=O)(=O)N)OC1OCCCC1